N1(CCCC1)CC1(CC1)C(OC=1N=CC=2C(=CN=NC2)N1)([2H])[2H] 2-((1-(pyrrolidin-1-ylmethyl)cyclopropyl)methoxy-d2)Pyrimido[4,5-d]Pyridazin